BrCCC(C(=O)OC)SC=1N=C2N(N1)[C@@H](C[C@@H]2F)C2=CC=CC=C2 methyl 4-bromo-2-[[(5S,7S)-7-fluoro-5-phenyl-6,7-dihydro-5H-pyrrolo[1,2-b][1,2,4]triazol-2-yl]sulfanyl]butanoate